O=C1CC[C@@H](N2C=CC=C12)C(=O)NC=1SC(=CN1)C1=CC=C(C=C1)OC(F)(F)F (5R)-8-oxo-N-[5-[4-(trifluoromethoxy)phenyl]thiazol-2-yl]-6,7-dihydro-5H-indolizine-5-carboxamide